FC1=CC=C(C=C1)N(C(OC1=C(C=C(C=C1C(F)(F)F)C(F)(F)F)N1C(N(CC1)CCN1CCN(CC1)C(C)=O)=O)=O)C 2-(3-(2-(4-acetylpiperazin-1-yl)ethyl)-2-oxoimidazolidin-1-yl)-4,6-bis(trifluoromethyl)phenyl (4-fluorophenyl)(methyl)carbamate